C(C)C1(CCOCC1)N1C2=NC(=NC=C2N(C1=O)C)NC=1C(=CC=2N(C1)N=CN2)C 9-(4-ethyltetrahydro-2H-pyran-4-yl)-7-methyl-2-((7-methyl-[1,2,4]triazolo[1,5-a]pyridin-6-yl)amino)-7,9-dihydro-8H-purin-8-one